C(C1=CC=CC=C1)NC(C(=O)O)C(C)C 2-(Benzylamino)-3-methylbutanoic Acid